C(C)(C)(C)OC(=O)N(C(OC(C)(C)C)=O)C1=NC=C(C2=C1C(=NN2C(C)C)C2=CC(=C(C=C2)[N+](=O)[O-])F)C2=CCC(CC2)NC(=O)OC(C)(C)C tert-butyl (tert-butoxycarbonyl)(7-(4-((tert-butoxycarbonyl) amino)-cyclohex-1-en-1-yl)-3-(3-fluoro-4-nitrophenyl)-1-isopropyl-1H-pyrazolo[4,3-c]pyridin-4-yl)carbamate